N=1C=NN2C1C=C(C=C2)OC2=C(C(=C(C=C2)NC=2C1=C(N=CN2)C=CC(=N1)N1CC2CCC(C1)N2C(C#CC)=O)F)C 1-(3-(4-((4-([1,2,4]triazolo[1,5-a]pyridin-7-yloxy)-2-fluoro-3-methylphenyl)amino)pyrido[3,2-d]pyrimidin-6-yl)-3,8-diazabicyclo[3.2.1]octan-8-yl)but-2-yn-1-one